dipropoxymethyl-methyl(3-isopropenylphenyl)silane C(CC)OC(OCCC)[SiH](C1=CC(=CC=C1)C(=C)C)C